Cl.OC1=C(OC2=C(C(=CC=C2C1=O)O)O)C1=CC=C(C=C1)CCCNC(=N)N 1-(3-(4-(3,7,8-Trihydroxy-4-oxo-4H-chromen-2-yl)phenyl)propyl)guanidine hydrochloride